3-Mercaptopropan-1-ol SCCCO